N-(1-(2-(trifluoromethyl)pyridin-4-yl)-1H-indol-5-yl)acrylamide FC(C1=NC=CC(=C1)N1C=CC2=CC(=CC=C12)NC(C=C)=O)(F)F